CC=1C=C2N=CC(NC2=CC1)=O 6-methylquinoxaline-2(1H)-one